C(C1=CC=CC=C1)OC(=O)C1CCC(CC1)C(=O)O 4-((benzyloxy)carbonyl)cyclohexanecarboxylic acid